8-(3-fluoro-2-methylphenyl)-9-(4-((1-(3-fluoropropyl)azetidin-3-ylidene)methyl)phenyl)-6,7-dihydro-5H-benzo[7]annulene-3-carboxylic acid FC=1C(=C(C=CC1)C=1CCCC2=C(C1C1=CC=C(C=C1)C=C1CN(C1)CCCF)C=CC(=C2)C(=O)O)C